CC=1N=C2N(C=CC=C2)C1C=1C=CC(=NC1C#CC1=CC=CC=C1)N 5-(2-methyl-imidazo[1,2-a]pyridin-3-yl)-6-phenylethynyl-pyridin-2-ylamine